p-methylaminobenzoic acid CNC1=CC=C(C=C1)C(=O)O